3-methyl-3H-[1,2,3]triazolo[4,5-c]pyridin-6-ol CN1N=NC2=C1C=NC(=C2)O